1-(Cyclobutanecarbonyl)-N-((7-(5-(difluoromethyl)-1,3,4-oxadiazol-2-yl)imidazo[1,2-a]pyridin-2-yl)methyl)-N-(3-fluorophenyl)piperidine-4-sulfonamide C1(CCC1)C(=O)N1CCC(CC1)S(=O)(=O)N(C1=CC(=CC=C1)F)CC=1N=C2N(C=CC(=C2)C=2OC(=NN2)C(F)F)C1